(S)-2-(4-(5-chloro-2-(4-(trifluoromethyl)-1H-1,2,3-triazol-1-yl)phenyl)-5-methoxy-2-oxopyridin-1(2H)-yl)-N-(3-fluoro-4-(2H-tetrazol-5-yl)phenyl)-3-phenylpropionamide ClC=1C=CC(=C(C1)C1=CC(N(C=C1OC)[C@H](C(=O)NC1=CC(=C(C=C1)C=1N=NNN1)F)CC1=CC=CC=C1)=O)N1N=NC(=C1)C(F)(F)F